COC1=C(CN2CCC(CC2)C=O)C=CC=C1 1-(2-methoxybenzyl)piperidine-4-carbaldehyde